NC(C(=O)OCCC)CNS(=O)(=O)C1=CC(=NC=C1)Br propyl 2-amino-3-[(2-bromopyridine-4-sulfonyl)amino]propanoate